NC(CCC(=O)O)(CCC(=O)O)CCC(=O)O 4-amino-4-(2-carboxyethyl)heptanedioic acid